OCCN1N=C2C=NC=CC2=C1 2-(2-hydroxyethyl)pyrazolo[3,4-c]Pyridine